O=C1N(CCN1CCCC1=NC=2NCCCC2C=C1)[C@@H](CC(=O)O)C1=CC(=CC=C1)C(F)(F)F (S)-3-(2-oxo-3-(3-(5,6,7,8-tetrahydro-1,8-naphthyridin-2-yl)propyl)imidazolidin-1-yl)-3-(3-(trifluoromethyl)phenyl)propionic acid